4-(3-pyrrolidin-1-yl-benzyl)-piperidine-1-carboxylic acid-(2-phenyl-cyclopropyl)-amide C1(=CC=CC=C1)C1C(C1)NC(=O)N1CCC(CC1)CC1=CC(=CC=C1)N1CCCC1